N(=[N+]=[N-])[C@@H]1CCC2=C(NC1=O)C=C(C=C2F)Br |r| (±)-3-azido-8-bromo-6-fluoro-1,3,4,5-tetrahydro-2H-benzo[b]azepin-2-one